CC1COCCN1C=1C=2N(C=CC1)C(=C(N2)C(=O)OCC)[N+](=O)[O-] Ethyl 8-(3-methylmorpholino)-3-nitroimidazo[1,2-a]pyridine-2-carboxylate